C1(CC1)[C@H](C)N1C(C=2C(=NC(=CC2C1)C1=C(N=C(S1)NC(=O)NC)C)N1CC2(CC1)CCOCC2)=O (S)-1-(5-(2-(1-cyclopropylethyl)-3-oxo-4-(8-oxa-2-azaspiro[4.5]decan-2-yl)-2,3-dihydro-1H-pyrrolo[3,4-c]pyridin-6-yl)-4-methylthiazol-2-yl)-3-methylurea